NC=1N=C(SC1C(=O)C1=CC(=NO1)C1=C(C=CC=C1)F)N(C1=CC=C(C=C1)F)C(C(=O)N)C (N-[4-amino-5-[3-(2-fluorophenyl)isoxazole-5-carbonyl]thiazol-2-yl]-4-fluoro-anilino)propanamide